2-[[1-[(2-Chlorophenyl)methyl]-5-[3-(trifluoromethoxy)phenyl]pyrazol-3-yl]methoxy]-2-methyl-propanoic acid ClC1=C(C=CC=C1)CN1N=C(C=C1C1=CC(=CC=C1)OC(F)(F)F)COC(C(=O)O)(C)C